C(OCCl)(OC1=C(C=CC=C1)CC)=O chloromethyl (2-ethylphenyl) carbonate